3-oxo-3-(4-fluorophenyl)-propanal O=C(CC=O)C1=CC=C(C=C1)F